N-[4-[(E)-3-(4-Hydroxy-3-methoxyphenyl)prop-2-enoyl]phenyl]methanesulfonamide OC1=C(C=C(C=C1)/C=C/C(=O)C1=CC=C(C=C1)NS(=O)(=O)C)OC